2-(3-chloro-4-(6-(1-methylcyclopropoxy)-9-((4-(trifluoromethyl)pyridin-2-yl)methyl)-9H-purin-8-yl)phenyl)acetamide ClC=1C=C(C=CC1C=1N(C2=NC=NC(=C2N1)OC1(CC1)C)CC1=NC=CC(=C1)C(F)(F)F)CC(=O)N